C(OC1CC(C1)N1N=CC=C1OC(F)F)(OC1=CC=C(C=C1)[N+](=O)[O-])=O (1r,3r)-3-(5-(difluoromethoxy)-1H-pyrazol-1-yl)cyclobutyl (4-nitrophenyl) carbonate